ClC=1C=C(C=NC1N1N=CC=N1)NC(=O)N1C[C@](C2=C1C=NC=1N2N=C(C1F)F)(C(F)(F)F)C (R)-N-(5-chloro-6-(2H-1,2,3-triazol-2-yl)pyridin-3-yl)-2,3-difluoro-8-methyl-8-(trifluoromethyl)-7,8-dihydro-6H-pyrazolo[1,5-a]pyrrolo[2,3-e]pyrimidine-6-carboxamide